FC1=C(C(=CC(=C1)C=1N=NNN1)F)S(=O)(=O)NCCO 2,6-difluoro-N-(2-hydroxyethyl)-4-(2H-tetrazol-5-yl)benzenesulfonamide